N-(benzyloxycarbonyl)azetidine tert-butyl-5-(1-(tert-butoxycarbonyl)-3-hydroxypiperidin-4-yl)-2-(3,4-dimethoxyphenyl)-3-isopropyl-1H-indole-1-carboxylate C(C)(C)(C)OC(=O)N1C(=C(C2=CC(=CC=C12)C1C(CN(CC1)C(=O)OC(C)(C)C)O)C(C)C)C1=CC(=C(C=C1)OC)OC.C(C1=CC=CC=C1)OC(=O)N1CCC1